4-(2,2-difluoro-7-((5-methoxy-7-methyl-1H-indol-4-yl)methyl)-7-azaspiro[3.5]nonan-6-yl)-2-fluorobenzamide FC1(CC2(C1)CC(N(CC2)CC2=C1C=CNC1=C(C=C2OC)C)C2=CC(=C(C(=O)N)C=C2)F)F